C(C)[C@H]1COCCN1C1=CC(=CC(=N1)S(=O)[O-])C1(CCOCC1)S(=O)(=O)C.[Na+] sodium (S)-6-(3-ethylmorpholino)-4-(4-(methylsulfonyl)tetrahydro-2H-pyran-4-yl)pyridine-2-sulfinate